1,3-diisopropyldisilazane C(C)(C)[SiH2]N[SiH2]C(C)C